(benzyl) piperazine-1-carboxylate N1(CCNCC1)C(=O)OCC1=CC=CC=C1